1-(4-(4-((4-((1,3-dioxan-2-yl)methoxy)-3-chlorophenyl)amino)quinazolin-6-yl)piperazin-1-yl)prop-2-en-1-one O1C(OCCC1)COC1=C(C=C(C=C1)NC1=NC=NC2=CC=C(C=C12)N1CCN(CC1)C(C=C)=O)Cl